5-amino-2-methylbenzenesulfonamide NC=1C=CC(=C(C1)S(=O)(=O)N)C